C(#N)C=1C(=NC=C(C1)NC(COC1=CC(=CC=C1)C(F)(F)F)=O)C=1C=NN(C1)C1C(CN(CC1)C(=O)OC(C)(C)C)(F)F tert-butyl 4-(4-(3-cyano-5-(2-(3-(trifluoromethyl)phenoxy)acetamido)pyridin-2-yl)-1H-pyrazol-1-yl)-3,3-difluoropiperidine-1-carboxylate